F[C@H]1C[C@H](N(C1)C(CN1CCC(CC1)NC1=CC=NC2=CC=CN=C12)=O)C#N (2S,4S)-4-fluoro-1-[2-[4-(1,5-naphthyridin-4-ylamino)-1-piperidinyl]acetyl]pyrrolidine-2-carbonitrile